C(C)(C)(C)C=1N=C(SC1)C[C@]12C[C@H](N([C@@H]2C1)C(=O)OC(C)(C)C)C(=O)OCC 2-tert-Butyl 3-ethyl (1R,3S,5R)-5-[(4-tert-butyl-1,3-thiazol-2-yl)methyl]-2-azabicyclo[3.1.0]hexane-2,3-dicarboxylate